4-amino-N-((3S)-6-((S)-N,S-dimethylsulfonimidoyl)-2,3-dihydro-1-benzofuran-3-yl)-N-methyl-1,3-dihydrofuro[3,4-c]quinoline-8-carboxamide NC1=NC=2C=CC(=CC2C2=C1COC2)C(=O)N(C)[C@@H]2COC1=C2C=CC(=C1)[S@](=O)(=NC)C